C(C1=CC=CC=C1)OC1=C(C=C(C=C1)O)C=1C=NC=C(C1)C=1N=NN(N1)COCC[Si](C)(C)C 4-(benzyloxy)-3-(5-(2-((2-(trimethylsilyl)ethoxy)methyl)-2H-tetrazol-5-yl)pyridin-3-yl)phenol